CN1C(C(N(C1=O)C)O)O 1,3-Dimethyl-4,5-dihydroxyethyleneurea